4-(4-Fluorobenzyl)-2-(1-naphthyl)-1,2,4-thiadiazole-3,5-dione FC1=CC=C(CN2C(N(SC2=O)C2=CC=CC3=CC=CC=C23)=O)C=C1